di-tert-pentyloxy(tert-butylamino)silane C(C)(C)(CC)O[SiH](NC(C)(C)C)OC(C)(C)CC